C1(CC1)C(C(=O)[O-])(CCCCCCCCCCCCCC)CI.C(=O)[O-].C1(CC1)C([N+]1(CCC=C(C1)C1=NSN=C1OCCCCCC)C)OC(CCCCCCCCCCCCCCC)=O.C1(CC1)C(OC(CCCCCCCCCCCCCCC)=O)[N+]1(CCC=C(C1)C1=NSN=C1OCCCCCC)C 1-(cyclopropyl(palmitoyloxy)methyl)-5-(4-(hexyloxy)-1,2,5-thiadiazol-3-yl)-1-methyl-1,2,3,6-tetrahydropyridin-1-ium formate Cyclopropyliodomethyl-palmitate